5-[2-(trifluoro-methoxy)ethoxy]-1,3,4-oxadiazol FC(OCCOC1=NN=CO1)(F)F